palladium samarium [Sm].[Pd]